trans-4-(2-Amino-2-methylpropanoyl)-N-(1-(4-(2-(((3-aminocyclohexyl)methyl)amino)propyl)phenyl)-2-oxo-1,2-dihydropyrimidin-4-yl)piperazine-1-carboxamide hydrochloride salt Cl.NC(C(=O)N1CCN(CC1)C(=O)NC1=NC(N(C=C1)C1=CC=C(C=C1)CC(C)NC[C@@H]1C[C@H](CCC1)N)=O)(C)C